Cl.N[C@@H](C(=O)N)CCC (R)-2-aminopentanamide hydrochloride